NC1=NC=CC(=C1Cl)OC1=CC(=C(C=C1)NC(=O)C=1C=NN(C1C(F)(F)F)C1=CC=CC=C1)F N-(4-((2-amino-3-Chloropyridin-4-yl)oxy)-2-fluorophenyl)-1-phenyl-5-(trifluoromethyl)-1H-pyrazole-4-carboxamide